(4S)-4-acetamido-5-(((2S)-1-(2-(((S)-1-amino-3-mercapto-1-oxopropan-2-yl)carbamoyl)pyrrolidin-1-yl)-4-(methylthio)-1-oxobutan-2-yl)amino)-5-oxopentanoic acid C(C)(=O)N[C@@H](CCC(=O)O)C(=O)N[C@H](C(=O)N1C(CCC1)C(N[C@@H](C(=O)N)CS)=O)CCSC